ClC=1C(=C(C=CC1)[C@@H]1[C@H](N[C@@H]([C@@]1(C#N)C1=C(C=C(C=C1)Cl)F)CC(C)(C)C)C(=O)OC(C)(C)C)F tert-butyl (2S,3R-4S,5R)-3-(3-chloro-2-fluoro-phenyl)-4-(4-chloro-2-fluoro-phenyl)-4-cyano-5-(2,2-dimethylpropyl)pyrrolidine-2-carboxylate